N2-((3-((dimethylamino)methyl)oxetan-3-yl)methyl)-N4-(4-fluorophenyl)biphenyl-2,4-diamine CN(C)CC1(COC1)CNC=1C(=CC=C(C1)NC1=CC=C(C=C1)F)C1=CC=CC=C1